FC1=CC=C(C=C1)C(=CCOC1=CC(=C(OCC(=O)O)C=C1)C)C1=CC=C(C=C1)C#CCN1CCOCC1 [4-[3-(4-Fluorophenyl)-3-[4-[3-(morpholin-4-yl)propynyl]phenyl]allyloxy]-2-methyl-phenoxy]acetic acid